CC=1C=C(C=CC1)NS(=O)(=O)C1=CC=C(C=C1)NC(NCC=1C=NC=CC1)=O 3-{4-[(3-methylphenyl)sulfamoyl]phenyl}-1-(pyridin-3-ylmethyl)urea